1-[3-dimethylaminopropyl]-3-Ethylcarbodiimide CN(CCCN=C=NCC)C